3-[5-(3-{2,6-Diazaspiro[3.4]octan-2-yl}prop-1-yn-1-yl)-3-methyl-2-oxo-1,3-benzodiazol-1-yl]piperidine-2,6-dione C1N(CC12CNCC2)CC#CC2=CC1=C(N(C(N1C)=O)C1C(NC(CC1)=O)=O)C=C2